ClC1=CC=C(C=C1)N1C(=NC=2NC(N(C(C12)=O)C)=O)C=1N(N=CC1)C 7-(4-chlorophenyl)-1-methyl-8-(2-methylpyrazol-3-yl)-3H-purine-2,6-dione